C1(CC1)C(=O)NC=1SC2=C(N1)C=CC=C2C=2C=CC(=C(C2)C2=CC=C(O2)P(O)(O)=O)OC (5-(5-(2-(cyclopropanecarboxamido)benzo[d]thiazol-7-yl)-2-methoxyphenyl)furan-2-yl)phosphonic acid